C(=O)(O)C=1C=C(C=CC1C(=O)O)C1(SC(=CC1C(=O)N)C1=CC(=C(C=C1)C(=O)O)C(=O)O)C(=O)N 2,5-bis-(3,4-dicarboxyphenyl)thiophenedicarboxamide